CC(C)C(CC)NCCCCCCCCCCCCN N-(2-methylpentan-3-yl)dodecane-1,12-diamine